(N,N-diglycidyl-amino)-toluene C(C1CO1)N(CC1CO1)CC1=CC=CC=C1